(1r,2r)-2-(2,4-dichlorophenyl)cyclobutanamine ClC1=C(C=CC(=C1)Cl)[C@@H]1[C@@H](CC1)N